(R)-Ethyl 1-(4-bromo-3-(trifluoromethyl) benzoyl)-2-methyl-5-(3-methyl-butanamido)-1,2,3,6-tetrahydropyridine-4-carboxylate BrC1=C(C=C(C(=O)N2[C@@H](CC(=C(C2)NC(CC(C)C)=O)C(=O)OCC)C)C=C1)C(F)(F)F